FC1=C(C=C2C=NNC2=C1)OC(C)C 6-fluoro-5-isopropoxy-1H-indazole